4-(1-(ethylsulfo)-1H-indol-3-yl)pyrimidin-2-amine C(C)OS(=O)(=O)N1C=C(C2=CC=CC=C12)C1=NC(=NC=C1)N